2-Isopropyl-8-(2-((methyl(2-(methylamino)ethyl)amino)methyl)-5,6-dihydro-4H-pyrrolo[1,2-b]pyrazol-3-yl)-2-azaspiro[4.5]decan-1-one C(C)(C)N1C(C2(CC1)CCC(CC2)C2=C1N(N=C2CN(CCNC)C)CCC1)=O